2-(5-bromo-6-methylpicolinoyl)-3-(methylamino)but-2-enoate BrC=1C=CC(=NC1C)C(=O)C(C(=O)[O-])=C(C)NC